N-(8-cyano-1,2,3,5,6,7-hexahydros-indacen-4-ylcarbamoyl)-5-(1-hydroxycyclopropyl)thiophene-2-sulfonamide C(#N)C=1C=2CCCC2C(=C2CCCC12)NC(=O)NS(=O)(=O)C=1SC(=CC1)C1(CC1)O